F[Sb-](F)(F)(F)(F)F.C1(=CC=CC=C1)[S+](C)C phenyl-(dimethyl)sulfonium hexafluoroantimonate